6-(3-Methoxy-1-((4-methyl-4H-1,2,4-triazol-3-yl)methyl)cyclobutyl)-isoindolin-1-one COC1CC(C1)(CC1=NN=CN1C)C1=CC=C2CNC(C2=C1)=O